BrC1=NC(=C(C=2N=C(N=C(C21)N2[C@H]([C@@H]1CC[C@H](C2)N1C(=O)OC(C)(C)C)C=C)SCC)F)Cl tert-butyl (1S,2S,5R)-3-(5-bromo-7-chloro-2-(ethylthio)-8-fluoropyrido[4,3-d]pyrimidin-4-yl)-2-vinyl-3,8-diazabicyclo[3.2.1]octane-8-carboxylate